NC1=C(C(=NN1C1CC(C1)C(=O)OCC)C1=CC=C2C=CC(=NC2=C1)C1=CC=CC=C1)C#N Ethyl (1r,3s)-3-(5-amino-4-cyano-3-(2-phenylquinolin-7-yl)-1H-pyrazol-1-yl)cyclobutane-1-carboxylate